C1(CCC1)C1=CC(=NN1)C(=O)N1CC2(C1)CN(C2)C(=O)C2CC2 (5-Cyclobutyl-1H-pyrazol-3-yl)(6-(cyclopropanecarbonyl)-2,6-diazaspiro[3.3]heptan-2-yl)methanone